O=C(CN=C=S)CCCC 2-oxohexyl isothiocyanate